BrC=1C(=CC(=NC1)F)NC(=O)[C@H]1N(C[C@@H](C1)F)C(=O)OC(C)(C)C tert-butyl (2S,4R)-2-((5-bromo-2-fluoropyridin-4-yl) carbamoyl)-4-fluoropyrrolidine-1-carboxylate